2-(4-hydroxyphenyl)-4-methylthiazole OC1=CC=C(C=C1)C=1SC=C(N1)C